3-((4-((8-(3-Acrylamidophenyl)quinazolin-2-yl)amino)-3-methoxyphenyl)amino)azetidine-1-carboxylic acid tert-butyl ester C(C)(C)(C)OC(=O)N1CC(C1)NC1=CC(=C(C=C1)NC1=NC2=C(C=CC=C2C=N1)C1=CC(=CC=C1)NC(C=C)=O)OC